C(C)(C)(C)OC(=O)N1[C@H](CCC1)C=O (2R)-2-formylpyrrolidine-1-carboxylic acid tert-butyl ester